2-mercaptoacetate SCC(=O)[O-]